FC(CN([C@H]1CN(CC1)[C@H](C(=O)O)C1=C(C(=CC(=C1)C(C)C)F)OC)C)(CCCC1=NC=2NCCCC2C=C1)F (S)-2-((R)-3-((2,2-difluoro-5-(5,6,7,8-tetrahydro-1,8-naphthyridin-2-yl)pentyl)(methyl)amino)pyrrolidin-1-yl)-2-(3-fluoro-5-isopropyl-2-methoxyphenyl)acetic acid